FC=1C(=NC(=C(C(=O)NC=2C(=NNC2C)C(F)(F)F)C1)O[C@H](C(F)(F)F)C)N1N=C(NC1=O)CO (S)-5-Fluoro-6-(3-(hydroxymethyl)-5-oxo-4,5-dihydro-1H-1,2,4-triazol-1-yl)-N-(5-methyl-3-(trifluoromethyl)-1H-pyrazol-4-yl)-2-((1,1,1-trifluoropropan-2-yl)oxy)nicotinamide